F[C@H]1CN(CC[C@@H]1N1N=CC(=C1C)B1OC(C(O1)(C)C)(C)C)C(=O)OC(C)(C)C tert-butyl (3S,4S)-3-fluoro-4-[5-methyl-4-(4,4,5,5-tetramethyl-1,3,2-dioxaborolan-2-yl)pyrazol-1-yl]piperidine-1-carboxylate